1,2,3,4-Tetrahydro-5-iodonaphthalene IC1=C2CCCCC2=CC=C1